2-Bromo-2-methylpropionic acid BrC(C(=O)O)(C)C